2-(((4-methoxy-2-methylpyridin-3-yl)methyl)thio)-3,5,6,7-tetrahydro-4H-cyclopenta[d]pyrimidin-4-one COC1=C(C(=NC=C1)C)CSC=1NC(C2=C(N1)CCC2)=O